dihydrocodeinone hydrochloride Cl.C1=CC(OC)=C2C=3[C@@]45[C@@H](O2)C(=O)CC[C@H]4[C@@H](CC13)N(C)CC5